2-amino-N4-(3-aminopropyl)-N8,N8-dimethyl-N4-propyl-3H-benzo[b]azepin-4,8-dicarboxamide NC=1CC(=CC2=C(N1)C=C(C=C2)C(=O)N(C)C)C(=O)N(CCC)CCCN